3,4-diphenylcyclopent-2-en-1-one C1(=CC=CC=C1)C1=CC(CC1C1=CC=CC=C1)=O